(1S,2R,6S)-2-((4-isopropylphenyl)carbamoyl)-6-(4-(methylamino)phenyl)cyclohexane-1-carboxylic acid C(C)(C)C1=CC=C(C=C1)NC(=O)[C@H]1[C@H]([C@H](CCC1)C1=CC=C(C=C1)NC)C(=O)O